BrC1=NC=C(C(=C1)O)F 2-bromo-5-fluoro-pyridin-4-ol